methyl-(2-Dicyclohexylphosphino-2',6'-diisopropoxy-1,1'-biphenyl) CC=1C(=C(C=CC1)C1=C(C=CC=C1OC(C)C)OC(C)C)P(C1CCCCC1)C1CCCCC1